FC(OC1=CC=CC=2N(C=NC21)C)F 4-(difluoromethoxy)-1-methyl-1H-benzo[d]imidazole